Cl.Cl.N1=CN=CC2=CC=CC=C12 Quinazoline dihydrochloride